FC1=CC=C2C[C@@H](C2=C1)NC(=NO)C=1C(=NON1)OCC(=O)N 2-[(4-{N-[(7S)-4-fluorobicyclo[4.2.0]octa-1,3,5-trien-7-yl]-N'-hydroxycarbamimidoyl}-1,2,5-oxadiazol-3-yl)oxy]acetamide